1-(3-bromo-2-methoxyphenyl)ethane-1-one BrC=1C(=C(C=CC1)C(C)=O)OC